N-(cis-1-(cyclopropylcarbonyl)-2-(((cis-4-phenylcyclohexyl)oxy)methyl)pyrrolidin-3-yl)methanesulfonamide C1(CC1)C(=O)N1[C@H]([C@H](CC1)NS(=O)(=O)C)CO[C@@H]1CC[C@@H](CC1)C1=CC=CC=C1